COC1=CC=C(C=C1)N1C(=NN=C1SC)CCCO 3-(4-(4-methoxyphenyl)-5-(methylthio)-4H-1,2,4-triazol-3-yl)propan-1-ol